CC1=CC=C(C(=S)CC(C)N2CCOCC2)C=C1 (4-methylthiobenzoyl)-2-morpholinopropane